C1(=C(C(=C(C(=C1C(=O)[O-])C(=O)[O-])C1=CC=C(C=C1)C(=O)[O-])C(=O)[O-])C(=O)[O-])C(=O)[O-] 4,4'-biphenylhexaformate